COCCCOCCO 2-(3-methoxypropoxy)ethan-1-ol